(+-)-1-(2-chloropyridin-4-yl)propan-1-ol ClC1=NC=CC(=C1)[C@@H](CC)O |r|